1,1,1,3,3,3-hexafluoropropan-2-yl (S)-1-(pyrazin-2-ylcarbamoyl)-6-azaspiro[2.5]octane-6-carboxylate N1=C(C=NC=C1)NC(=O)[C@H]1CC12CCN(CC2)C(=O)OC(C(F)(F)F)C(F)(F)F